(1-((S)-1-cyclopentylethyl)-1H-imidazol-4-yl)((1R,5S,6S)-6-(5,5-dimethyl-4,5-dihydroisoxazol-3-yl)-3-azabicyclo[3.1.0]hex-3-yl)methanone C1(CCCC1)[C@H](C)N1C=NC(=C1)C(=O)N1C[C@H]2C([C@H]2C1)C1=NOC(C1)(C)C